2-(benzylthio)-3-methoxy-6-(1-methoxycyclobutyl)pyridine C(C1=CC=CC=C1)SC1=NC(=CC=C1OC)C1(CCC1)OC